3-[4-[3-[2-[2-[2-[2-(4-Amino-1-piperidyl)ethoxy]ethoxy]ethoxy]ethoxy]propyl]-3-methyl-2-oxo-benzimidazol-1-yl]piperidine-2,6-dione NC1CCN(CC1)CCOCCOCCOCCOCCCC1=CC=CC=2N(C(N(C21)C)=O)C2C(NC(CC2)=O)=O